13-Methylmyristic acid CC(CCCCCCCCCCCC(=O)O)C